7-chloro-4-[[2-[3-(5-chloro-6-oxo-1H-pyridazin-4-yl)propyl]-2-azaspiro[3.3]heptan-6-yl]oxy]-2-methyl-isoindolin-1-one ClC=1C=CC(=C2CN(C(C12)=O)C)OC1CC2(CN(C2)CCCC=2C=NNC(C2Cl)=O)C1